FC1=CC=C(C=C1)CC(=O)NC1=CC=C(C=C1)COC(=O)N[C@H](C(=O)OCC#N)CCCC cyanomethyl (2S)-2-[[4-[[2-(4-fluorophenyl)acetyl]amino]phenyl]methoxycarbonylamino]hexanoate